NC=1C=2N(C3=CC(=C(C=C3N1)Cl)C(=O)N1[C@H]3C4=C([C@@H](CC1)C3)C(=C(C=C4)Cl)F)C=NC2 (4-amino-7-chloroimidazo[1,5-a]quinoxalin-8-yl)((1R,5S)-7-chloro-6-fluoro-1,3,4,5-tetrahydro-2H-1,5-methanobenzo[c]azepin-2-yl)methanone